C(C1=CC=CC=C1)SC=1C=C(C(=NC1)C)NC(OC(C)(C)C)=O tert-butyl (5-(benzylthio)-2-methylpyridin-3-yl)carbamate